(Z)-9-(Cyclopropylmethyl)-4-(6-(2-fluoro-2-(4-(pyridazin-4-yl)pyrimidin-2-yl)vinyl)-3-(2-fluorophenoxy)-2-(trifluoromethyl)phenyl)-1-oxa-4,9-diazaspiro[5.5]undecane C1(CC1)CN1CCC2(CN(CCO2)C2=C(C(=CC=C2\C=C(\C2=NC=CC(=N2)C2=CN=NC=C2)/F)OC2=C(C=CC=C2)F)C(F)(F)F)CC1